OC=1C=CC(=C(C#N)C1)C 5-hydroxy-2-methylbenzonitrile